benzocycloundecane-8-ene-2,5-dicarboxylate C1=C(C=CC2=C1CCCCC=CCCC2C(=O)[O-])C(=O)[O-]